C(C)(C)(C)OC(=O)N1C=C(C2=CC=CC=C12)/C=C/C(=O)O (E)-3-(1-tertbutoxycarbonylindol-3-yl)prop-2-enoic acid